S(N)(=O)(=O)N1C(=C(C=C1)C1=CC=C(C=C1)C(NCCCOS(=O)(=O)O)=O)C(=O)O 1-sulfamoyl-3-[4-(3-sulfoxypropylcarbamoyl)phenyl]pyrrole-2-carboxylic acid